FC1=C(C(=CC=C1)F)C=1C(=NC=C(C1)C)C1CC(=NO1)OC1CC(C1)N (1s,3s)-3-({5-[3-(2,6-Difluorophenyl)-5-methylpyridin-2-yl]-4,5-dihydro-1,2-oxazol-3-yl}oxy)cyclobutan-1-amine